di-p-tolylethyl phosphate P(=O)(OCC(C1=CC=C(C=C1)C)C1=CC=C(C=C1)C)([O-])[O-]